chloropropyl-dioxapentanone ClCCCC(OC(O)=O)C